BrC1=CNC2=NC=C(C=C21)C=2C=C1CCOCC1=C(C2)[C@H]2N(CCC2)C(=O)OC(C)(C)C tert-butyl (S)-2-(6-(3-bromo-1H-pyrrolo[2,3-b]pyridin-5-yl)isochroman-8-yl)pyrrolidine-1-carboxylate